3-((propylphenoxy)carbonylamino-methyl)-3,5,5-trimethylcyclohexylcarbamic acid (propylphenyl) ester C(CC)C1=C(C=CC=C1)OC(NC1CC(CC(C1)(C)C)(C)CNC(=O)OC1=C(C=CC=C1)CCC)=O